COC1C2C(OC1)C(CO2)OC 3,6-dimethoxy-2,3,3a,5,6,6a-hexahydrofuro[3,2-b]furan